1-(5-benzyl-pyrimidin-2-yl)-N3-methyl-N3-(6-(1-methyl-1H-pyrazol-4-yl)pyrazolo[1,5-a]pyridin-3-yl)propane-1,3-diamine C(C1=CC=CC=C1)C=1C=NC(=NC1)C(CCN(C=1C=NN2C1C=CC(=C2)C=2C=NN(C2)C)C)N